BrC1=C(C=C2C(N(C(C2=C1)=O)C1C(NC(CC1)=O)=O)=O)CN1C2CN(CC1CC2)C2=CC=C(N=N2)C(=O)NC2CCC(CC2)OC2=CC(=C(C=C2)C#N)Cl 6-(8-((6-bromo-2-(2,6-dioxopiperidin-3-yl)-1,3-dioxoisoindolin-5-yl)methyl)-3,8-diazabicyclo[3.2.1]octane-3-yl)-N-((1r,4r)-4-(3-chloro-4-cyanophenoxy)cyclohexyl)pyridazine-3-formamide